[N+](=O)([O-])C=1C(=NN(C1)COCC[Si](C)(C)C)C=1C=NN2C1N=CC=C2 3-(4-nitro-1-((2-(trimethylsilyl)ethoxy)methyl)-1H-pyrazol-3-yl)pyrazolo[1,5-a]pyrimidine